ClC=1C(=NC(=NC1)NC=1C=C2C3=C(CN(CC3CCC2)C)C1)N1C=C(C2=CC=CC=C12)C(=O)O 1-(5-chloro-2-((2-methyl-2,3,7,8,9,9a-hexahydro-1H-benzo[de]isoquinolin-5-yl)amino)pyrimidin-4-yl)-1H-indole-3-carboxylic acid